C(C=1C(=C2C(=NN=N2)CC1O)C(C)(C)CC(C)(C)C)C=1C(=C2C(=NN=N2)CC1O)C(C)(C)CC(C)(C)C methylenebis(4-tert-octyl-6-benzotriazolol)